2-((3-fluoroazetidin-1-yl)methyl)-4-methyl-5-oxo-1H-1,2,4-triazole-3-carboxamide FC1CN(C1)CN1NC(N(C1C(=O)N)C)=O